(3-(tert-butyl)-4-fluorophenyl)(3-methylthiophene-2-yl)methanol C(C)(C)(C)C=1C=C(C=CC1F)C(O)C=1SC=CC1C